N1=C(N=CC=C1)C#N 2-pyrimidinecarbonitrile